FC1=C(C=CC=2CC[C@H]3[C@@H](OC21)CO[C@@H]3\C=C\C[C@@](CCC(=C(F)F)F)(C)O)C(=O)O (1R,3aR,10aR)-5-fluoro-1-[(1E,4S)-7,8,8-trifluoro-4-hydroxy-4-methyl-1,7-octadien-1-yl]-1,3,3a,9,10,10a-hexahydrofuro[3,4-b][1]benzoxepin-6-carboxylic acid